4-(2'-Fluoro-3'-{[(3R)-3-methyl-7-oxo-9-oxa-2,6-diazaspiro[4.5]dec-1-yl]methyl}-[1,1'-biphenyl]-2-yl)butanoic acid FC1=C(C=CC=C1CC1N[C@@H](CC12NC(COC2)=O)C)C2=C(C=CC=C2)CCCC(=O)O